C(C1=CC=CO1)OCC1CO1 Furfuryl-glycidylether